COC(=O)C1(C(C(=NN1C1=C(C=C(C=C1)F)F)C1=CC=C(C=C1)F)C=1SC(=CC1)Cl)C (5-chlorothien-2-yl)-1-(2,4-difluorophenyl)-3-(4-fluorophenyl)-5-methyl-4,5-dihydro-1H-pyrazole-5-carboxylic acid methyl ester